tert-butyl {[6-(benzyloxy)-4-fluoro-5-(1,1,4-trioxo-1λ6,2,5-thiadiazolidin-2-yl)-2,3-dihydro-1-benzofuran-2-yl]methyl}(2-methylpropyl)carbamate C(C1=CC=CC=C1)OC1=CC2=C(CC(O2)CN(C(OC(C)(C)C)=O)CC(C)C)C(=C1N1S(NC(C1)=O)(=O)=O)F